2-[3-(4-Chlorophenyl)acryloyl]-3,5-dihydroxyphenyl alpha-L-glucopyranoside O([C@H]1[C@@H](O)[C@H](O)[C@@H](O)[C@@H](O1)CO)C1=C(C(=CC(=C1)O)O)C(C=CC1=CC=C(C=C1)Cl)=O